CS(=NC(C1=CC=CC=C1)=O)(C1=CC=C(C=C1)C1=NOC(=N1)C(F)(F)F)=O N-(methyl(oxo)(4-(5-(trifluoromethyl)-1,2,4-oxadiazol-3-yl)phenyl)-λ6-sulfaneylidene)benzamide